C(=C)C1=CC(SS1)C=C divinyl-dithiol